5,5-dimethyl-1,3-dioxan CC1(COCOC1)C